CN1CCN(CC1)N 4-methyl-1-piperazinylamine